6-fluoro-1-(2-methylcyclopropyl)-4-oxo-7-((R)-2-((pyridin-2-yloxy)methyl)pyrrolidin-1-yl)-1,4-dihydro-quinoline-3-carboxylic acid FC=1C=C2C(C(=CN(C2=CC1N1[C@H](CCC1)COC1=NC=CC=C1)C1C(C1)C)C(=O)O)=O